C(C)(C)(C)C=1C=C(C=C(C1)C(C)(C)C)C1=C2C=C(CC2=CC=C1)C 4-(3,5-di-tert-butylphenyl)-2-methyl-1H-indene